ethyl (R)-2-bromo-1-chloro-11-fluoro-6-isopropyl-10-oxo-5,6-dihydro-10H-pyrazolo[1,5-a]pyrido[2,1-c]pyrazine-9-carboxylate BrC1=NN2C(C=3N([C@@H](C2)C(C)C)C=C(C(C3F)=O)C(=O)OCC)=C1Cl